dimethyl-N-pyridin-2-ylethane-1,2-diamine CC(CN)(NC1=NC=CC=C1)C